COC1=CC=C(OC2=CC=C(C=C2)N2N=C3C(NCC[C@@H]3N3CCN(CC3)S(=O)(=O)C3=C(C=CC=C3)[N+](=O)[O-])=C2C(=O)OCC)C=C1 ethyl (7S)-2-[4-(4-methoxyphenoxy)phenyl]-7-[4-(2-nitrobenzene-1-sulfonyl)piperazin-1-yl]-4,5,6,7-tetrahydro-2H-pyrazolo[4,3-b]pyridine-3-carboxylate